ClCCCC=N[S@](=O)C(C)(C)C (R)-N-(4-chlorobutylidene)-2-methylpropane-2-sulfinamide